2-benzyl 1-(tert-butyl) (2R,4S)-4-benzyl-5-oxopyrrolidine-1,2-dicarboxylate C(C1=CC=CC=C1)[C@H]1C[C@@H](N(C1=O)C(=O)OC(C)(C)C)C(=O)OCC1=CC=CC=C1